ClC=1C=CC(=NC1)C(C1CCC1)C1N(C(C2=CC=C(C=C12)C(=O)N)=O)C1C(NC(CC1)=O)=O ((5-chloropyridin-2-yl)(cyclobutyl)methyl)-2-(2,6-dioxopiperidin-3-yl)-1-oxoisoindoline-5-carboxamide